ClC1=CC(=C(C(=N1)C1=CC=C(C=C1)F)F)C(C)(C)O 2-[6-chloro-3-fluoro-2-(4-fluorophenyl)pyridin-4-yl]Propan-2-ol